C(C1=CC=CC=C1)C1=CC=CC(=N1)C1=NC2=CC=CC=C2C=N1 2-(6-benzyl-2-pyridyl)quinazoline